C1(CC1)C=1C=CC(=C(C1)O)C=1C=2N(C(=NN1)N[C@H]1CN(CCC1)C)C=CC2F 5-cyclopropyl-2-(8-fluoro-4-{[(3R)-1-methylpiperidin-3-yl]amino}pyrrolo[1,2-d][1,2,4]triazin-1-yl)phenol